C([2H])([2H])([2H])C=1C(=C(N=NC1NC1=NC=C(C=C1)C1(OCCO1)C)C(=O)N)NC1=NC=CC=C1S(=O)(=O)C (methyl-d3)-6-((5-(2-methyl-1,3-dioxolan-2-yl)pyridin-2-yl)amino)-4-((3-(methylsulfonyl)pyridin-2-yl)amino)pyridazine-3-carboxamide